2-[4-(5-amino-4-cyano-1-isopropylpyrazol-3-yl)phenyl]Propionic acid NC1=C(C(=NN1C(C)C)C1=CC=C(C=C1)C(C(=O)O)C)C#N